2-chloro-4-(1-ethoxyethenyl)-5H,6H,7H-cyclopenta[d]pyrimidin-7-yl acetate C(C)(=O)OC1CCC2=C1N=C(N=C2C(=C)OCC)Cl